2-hydroxyphthalate OC1(C(C(=O)[O-])C=CC=C1)C(=O)[O-]